1-((3R,5R)-3-(3-chloro-5-(pyrimidin-2-yl)phenyl)-5-methylmorpholino)prop-2-en-1-one ClC=1C=C(C=C(C1)C1=NC=CC=N1)[C@@H]1COC[C@H](N1C(C=C)=O)C